oxa-2-azaspiro[3.5]nonan O1NCC12CCCCC2